(2S,5R)-N-[4-(2-Amino-2-oxoethyl)phenyl]-p-menthancarboxamid NC(CC1=CC=C(C=C1)NC(=O)C1CC(CCC1C(C)C)C)=O